methyl 6-methyl-4-((4-methylpiperidin-4-yl)ethynyl)picolinate CC1=CC(=CC(=N1)C(=O)OC)C#CC1(CCNCC1)C